COC1=NC=C(C=C1C(=O)N)NC(C(=O)N1[C@@H](CC[C@H](C1)C)C=1C=CC2=C(N=C(S2)C)C1)=O methoxy-5-[[2-[(2S,5R)-5-methyl-2-(2-methyl-1,3-benzothiazol-5-yl)-1-piperidyl]-2-oxo-acetyl]amino]pyridine-3-carboxamide